4-quinolinol N1=CC=C(C2=CC=CC=C12)O